N1N=CC(=C1)NC1=NC(=NC2=CC=CC=C12)N1C2CN(C(C1)C2)C(=O)NC(C)C 5-(4-((1H-pyrazol-4-yl)amino)quinazolin-2-yl)-N-isopropyl-2,5-diazabicyclo[2.2.1]heptane-2-carboxamide